4,6-dimethyl-1-undecanol CC(CCCO)CC(CCCCC)C